sodium triethylsilanethiol C(C)[Si](S)(CC)CC.[Na]